dimethyl-3-methyl-2-pentoxysilane C[SiH](OC(C)C(CC)C)C